5-(piperidin-4-ylethynyl)thiophene-2-carboxylic acid methyl ester COC(=O)C=1SC(=CC1)C#CC1CCNCC1